NC=1C(=NC(=CC1)N1CC2(C1)CC(C2)OC)OCCCC2(NC(=NC(=C2Cl)NC)Br)N 4-(3-((3-amino-6-(6-methoxy-2-azaspiro[3.3]hept-2-yl)pyridin-2-yl)oxy)propyl)-2-Bromo-5-chloro-N6-methylpyrimidine-4,6-diamine